NC1=NNC2=CC=C(C(=C12)C)C1=C(C=C(C=C1)S(=O)(=O)N1[C@@H](C=C(C1)F)CO)C (S)-(1-((4-(3-amino-4-methyl-1H-indazol-5-yl)-3-methylphenyl)sulfonyl)-4-fluoro-2,5-dihydro-1H-pyrrol-2-yl)methanol